N1CC1 racemic-aziridine